NC1=CC(=CC(=N1)C1=NC(=NC(=N1)NC1=CC(=CC(=C1)F)F)NC(C)C)Cl (6-amino-4-chloropyridin-2-yl)-N2-(3,5-difluorophenyl)-N4-Isopropyl-1,3,5-triazine-2,4-diamine